O[C@@H](CC)C1=CC(=C(C=N1)C=1C(N(C2=CC(=NC=C2C1)NC(C)=O)C)=O)C (S)-N-(3-(6-(1-hydroxypropyl)-4-methylpyridin-3-yl)-1-methyl-2-oxo-1,2-dihydro-1,6-naphthyridin-7-yl)acetamide